5-(2-fluorophenyl)-N-(6-silaspiro[5.5]undecan-3-yl)-1H-pyrrolo[2,3-b]pyridine-2-carboxamide FC1=C(C=CC=C1)C=1C=C2C(=NC1)NC(=C2)C(=O)NC2CC[Si]1(CC2)CCCCC1